4-(dimethylamino)pyridin-1-ium CN(C1=CC=[NH+]C=C1)C